C(C)(C)(C)[Si](C)(C)O[C@@H]([C@H](CC#C)OC1CCCC1)C1=CC(=C(C(=C1)OC)C)OC tert-butyl-(((1R,2S)-2-(cyclopentyloxy)-1-(3,5-dimethoxy-4-methylphenyl)pent-4-yn-1-yl)oxy)dimethylsilane